BrC/C=C/C=1N=NN(C1)CC1=CC=C(C=C1)OC (E)-4-(3-bromoprop-1-en-1-yl)-1-(4-methoxybenzyl)-1H-1,2,3-triazole